NC1CN(CCC12CCN(CC2)C2=NC=C(N=C2)SC2=C(C1=CN(N=C1C=C2)C)Cl)C(C)=O 1-(1-amino-9-(5-((4-chloro-2-methyl-2H-indazol-5-yl)thio)pyrazin-2-yl)-3,9-diazaspiro[5.5]undec-3-yl)ethan-1-one